FC1=CC=C(C=C1)C1=C(C2=C(S1)C=C(C=C2)O)C(=O)C2=CC=C(OCCN1CCN(CC1)CCCN1CCN(CC1)C=1C=C3CN(C(C3=CC1)=O)C1C(NC(CC1)=O)=O)C=C2 3-(5-(4-(3-(4-(2-(4-(2-(4-fluorophenyl)-6-hydroxybenzo[b]thiophene-3-carbonyl)phenoxy)ethyl)piperazin-1-yl)propyl)piperazin-1-yl)-1-oxoisoindolin-2-yl)piperidine-2,6-dione